N-(1-(5-(2-((4-(trifluoromethyl)phenyl)amino)phenyl)-1,3,4-oxadiazol-2-yl)cyclopropyl)acetamide FC(C1=CC=C(C=C1)NC1=C(C=CC=C1)C1=NN=C(O1)C1(CC1)NC(C)=O)(F)F